C(CCCCCCCCCCCCCCC)(=O)OC(C)OC(=O)SCC 1-(((ethylthio)carbonyl)oxy)ethyl palmitate